2-((S)-3-((1S,2R,4R)-7-oxabicyclo[2.2.1]heptan-2-yl)-6,7-dihydro-5H-pyrrolo[2,1-c][1,2,4]triazol-6-yl)-3,4-dichlorophenol [C@@H]12[C@H](C[C@@H](CC1)O2)C=2N1C(=NN2)C[C@H](C1)C1=C(C=CC(=C1Cl)Cl)O